NC1=C(C=C(N=N1)C1=C(C=CC=C1)O)N1CC2CCC(C1)N2C2=CC(=NC=C2)CCCCCCN 2-(6-amino-5-(8-(2-(6-aminohexyl)pyridin-4-yl)-3,8-diazabicyclo[3.2.1]oct-3-yl)pyridazin-3-yl)phenol